C(C)(C)(C)OC(=O)N1[C@H](C[C@H](C1)C)C(NC1=C(C=CC(=C1)C(CCC1CC1)(C1=CC=NC=C1)NS(=O)(=O)C(C)(C)C)F)=O (2R,4R)-2-(5-(3-cyclopropyl-1-((R)-1,1-Dimethylethylsulfonamido)-1-(pyridin-4-yl)propyl)-2-fluorophenylcarbamoyl)-4-methylpyrrolidine-1-carboxylic acid tert-butyl ester